S-(2-((tert-butoxycarbonyl)amino)ethyl) (S)-2-((tert-butoxycarbonyl)amino)-3-((2-((tertbutoxycarbonyl) amino)ethyl)disulfaneyl)propanethioate C(C)(C)(C)OC(=O)N[C@H](C(SCCNC(=O)OC(C)(C)C)=O)CSSCCNC(=O)OC(C)(C)C